C(C)(C)(C)OC(=O)N1C[C@H]([C@H](CC1)CN1CCC(=CC1)C1=CC=C2C(=NN(C2=C1)C)C=1C(=NC(=CC1)OCC1=CC=CC=C1)OCC1=CC=CC=C1)F tert-butyl-(3S,4R)-4-[[4-[3-(2,6-dibenzyloxy-3-pyridyl)-1-methyl-indazol-6-yl]-3,6-dihydro-2H-pyridin-1-yl]methyl]-3-fluoro-piperidine-1-carboxylate